piperidin-1-yl-heptan-1-one N1(CCCCC1)C(CCCCCC)=O